BrC=1C=C(C=C(C1)Br)C1(CC(C1)C)C1=NN=CN1C 3-(1-(3,5-dibromophenyl)-3-methylcyclobutyl)-4-methyl-4H-1,2,4-triazole